CC(C)(C)NC(=O)OC1CN(C1)CC1=CC(=NC=C1)C#N 1-[(2-cyano-4-pyridyl)methyl]-3-azetidinyl 2-methyl-2-propanecarbamate